CS(=O)(=O)C1=CC(=C(OCC#CC2=CN(C=3C=CC=C(C23)NC2CCC(CC2)N2CC3(COC3)C2)CC(F)(F)F)C=C1)NC 3-[4-methanesulfonyl-2-(methylamino)phenoxylprop-1-yn-1-yl]-N-[(1R,4R)-4-{2-oxa-6-azaspiro[3.3]heptan-6-yl}cyclohexyl]-1-(2,2,2-trifluoroethyl)-1H-indol-4-amine